methyl 4-(5-(benzyloxy)-2-methylbenzofuran-3-carboxamido)tetrahydro-2H-pyran-4-carboxylate C(C1=CC=CC=C1)OC=1C=CC2=C(C(=C(O2)C)C(=O)NC2(CCOCC2)C(=O)OC)C1